ClC=1C=CC2=C(C(C=C(O2)C(=O)NC23CC(C2)(C3)NC(COC3=CC(=C(C=C3)Cl)F)=O)O)C1 6-chloro-N-{3-[2-(4-chloro-3-fluorophenoxy)acetamido]bicyclo[1.1.1]pent-1-yl}-4-hydroxy-4H-1-benzopyran-2-carboxamide